FC1=CC=C2C=C(C=C(C2=C1F)C1=C(C=2N=C(N=C(C2C=N1)N1C[C@](CCC1)(C)O)OCC1(CC1)C=O)F)OCOC 1-[[7-[7,8-difluoro-3-(methoxymethoxy)-1-naphthyl]-8-fluoro-4-[(3R)-3-hydroxy-3-methyl-1-piperidyl]pyrido[4,3-d]pyrimidin-2-yl]oxymethyl]cyclopropanecarbaldehyde